NC=1SC(=CN1)C(=S)C1=CC=CC=C1 (2-aminothiazol-5-yl)(phenyl)methanethione